C(C1=CC=CC=C1)OC[C@@H]1OC=2C(=C3CN(C(C3=CC2)=O)[C@@H]2C(NC(CC2)=O)=O)OC1 (S)-3-((S)-3-((benzyloxy)methyl)-7-oxo-2,3,7,9-tetrahydro-8H-[1,4]dioxino[2,3-e]isoindol-8-yl)piperidine-2,6-dione